[Na+].C(=C)S(=O)(=O)[O-] Vinylsulfonic Acid Sodium Salt